6-acetyl-8-cyclopentyl-2-((5-(4-(2-(4-(hydroxymethyl)phenyl)propan-2-yl)piperazin-1-yl)pyridin-2-yl)amino)-5-methylpyrido[2,3-d]pyrimidin-7(8H)-one C(C)(=O)C1=C(C2=C(N=C(N=C2)NC2=NC=C(C=C2)N2CCN(CC2)C(C)(C)C2=CC=C(C=C2)CO)N(C1=O)C1CCCC1)C